[Br-].C(C(C)=C)[NH+](CCCCCCCCCCCC)CCCCCCCCCCCC methallyl-di(dodecyl)ammonium bromide